8-(2-(4-chlorobenzylidene)hydrazineyl)-N-(3-(2-morpholinoethoxy)phenyl)pyrimido[5,4-d]pyrimidin-4-amine ClC1=CC=C(C=NNC2=NC=NC3=C2N=CN=C3NC3=CC(=CC=C3)OCCN3CCOCC3)C=C1